(+)-(2R)-1,2,3,4-tetrahydro-6-[[(4-methoxyphenyl)sulfonyl]methyl]-N,N-dipropyl-2-naphthalenamine CCCN(CCC)[C@@H]1CCC2=C(C1)C=CC(=C2)CS(=O)(=O)C3=CC=C(C=C3)OC